butyl methyl(2-(1-(trifluoromethyl)cyclopropyl)ethyl)carbamate CN(C(OCCCC)=O)CCC1(CC1)C(F)(F)F